ClC1=C(N=C(S1)C1=C(C=CC=C1)Cl)C(=O)N1CCN(CC1)C(C=C)=O 1-(4-(5-chloro-2-(2-chlorophenyl)thiazole-4-carbonyl)piperazin-1-yl)prop-2-en-1-one